benzo[g]indol-1-ium [NH2+]1C=CC2=CC=C3C(=C12)C=CC=C3